C(C1=CC=CC=C1)OC(N(C)CC1(CCC(CC1)C1N=C2C=C(C(=CC2=C1)[N+](=O)[O-])OC)O)=O (((1s,4s)-1-hydroxy-4-(6-methoxy-5-nitro-2H-indol-2-yl)cyclohexyl)methyl)(methyl)carbamic acid benzyl ester